1-(2-((4-methoxybenzyl)amino)benzo[cd]indol-6-yl)-5-(trifluoromethyl)-1H-pyrazole-4-carboxylic acid ethyl ester C(C)OC(=O)C=1C=NN(C1C(F)(F)F)C=1C=2C3=C(C(=NC3=CC1)NCC1=CC=C(C=C1)OC)C=CC2